C(C)(C)(C)OC(=O)N1[C@@H](CN([C@H](C1)C)C=1C2=C(N=CN1)N(C=C2C(F)F)C2=CC(=CC=C2)F)C (2R,5S)-4-(5-(difluoromethyl)-7-(3-fluorophenyl)-7H-pyrrolo[2,3-d]pyrimidin-4-yl)-2,5-dimethylpiperazine-1-carboxylic acid tert-butyl ester